(S)-(1E,4E)-6-(1-(8-(1-methyl-4-piperazineacetyloxy)octyloxy)-4-methylpent-3-en-1-yl)-5,8-dimethoxynaphthalene-1,4-dione dioxime CN1CCN(CC1)CC(=O)OCCCCCCCCO[C@@H](CC=C(C)C)C=1C(=C2/C(/C=C\C(\C2=C(C1)OC)=N/O)=N/O)OC